5-(3-(4-((3-(hydroxymethyl)-5-(trifluoromethyl)benzyl)amino)butoxy)azetidin-1-yl)benzo[c][2,6]naphthyridine-8-carboxylic acid OCC=1C=C(CNCCCCOC2CN(C2)C2=NC3=C(C4=CN=CC=C24)C=CC(=C3)C(=O)O)C=C(C1)C(F)(F)F